ClC1=CC(=C2C(=N1)N(C(C2)=O)COCC[Si](C)(C)C)CN2CCCC2 E-6-chloro-4-(pyrrolidin-1-ylmethyl)-1-((2-(trimethylsilyl)ethoxy)methyl)-1,3-dihydro-2H-pyrrolo[2,3-b]pyridin-2-one